OC(C(NC(C=C)=O)O)NC(C=C)=O N,N'-1,2-Dihydroxyethylenbisacrylamid